OC1(CCN(CC1)C(=O)OC(C)(C)C)C#CC(C=1C(=NN(C1C)C)C)=O tert-butyl 4-hydroxy-4-(3-oxo-3-(1,3,5-trimethyl-1H-pyrazol-4-yl)prop-1-yn-1-yl)piperidine-1-carboxylate